C(#N)C=1C=C(C=C(C1)OC)C1=CC=C(C=C1)[C@@H](C)N1N=CC2=CC=CC(=C12)C(=O)NC1CC2(CC(C2)C(=O)O)C1 |r| (Ra)-6-(1-((racemic)-1-(3'-cyano-5'-methoxy-[1,1'-biphenyl]-4-yl)-ethyl)-1H-indazole-7-carboxamido)spiro[3.3]heptane-2-carboxylic acid